(3-{[2-(4-Chlorophenyl)imidazo[1,2-a]pyridin-3-yl]methyl}-3,6-diazabicyclo[3.1.1]hept-6-yl)-(tetrahydrofuran-2-yl)methanon ClC1=CC=C(C=C1)C=1N=C2N(C=CC=C2)C1CN1CC2N(C(C1)C2)C(=O)C2OCCC2